2,3,5-trimethylnaphthalene CC1=CC2=CC=CC(=C2C=C1C)C